2,3-dihydro-1H-pyrrolo[2,3-b]pyridine-1-carboxylate N1(CCC=2C1=NC=CC2)C(=O)[O-]